4-((2R,3S,4S,5R)-3-(5-chloro-3-fluoro-2,4-dimethoxyphenyl)-4,5-dimethyl-5-(trifluoromethyl)tetrahydrofuran-2-carboxamido)pyridine methyl-formate COC=O.ClC=1C(=C(C(=C(C1)[C@H]1[C@@H](O[C@]([C@H]1C)(C(F)(F)F)C)C(=O)NC1=CC=NC=C1)OC)F)OC